deazapurine C1=CNC2=NC=NC=C21